6-bromo-3,7-bis(trifluoromethyl)-[1,3]thiazolo[3,2-a]pyrimidin-5-one BrC1=C(N=C2N(C1=O)C(=CS2)C(F)(F)F)C(F)(F)F